P([O-])(=O)(OP(=O)(O)OP(=O)(O)O)OC[C@@H]1[C@H]([C@H]([C@@H](O1)N1C=[N+](C=2C(=O)NC(N)=NC12)C)O)OC.ClC1=C(OC2=NC(=NC(=C2)C(F)(F)F)SCC(=O)NC(NC2=CC=C(C=C2)CC)=O)C=CC=C1 ((4-(2-chlorophenoxy)-6-(trifluoromethyl)pyrimidin-2-yl)thio)-N-((4-ethylphenyl)carbamoyl)acetamide N7,3'-O-dimethyl-guanosine-5'-triphosphate